(7-(2,2-difluoroethoxy)imidazo[1,2-b]pyridazin-3-yl)-N-((3S,4S)-4-fluoropyrrolidin-3-yl)pyridin-2-amine FC(COC1=CC=2N(N=C1)C(=CN2)C=2C(=NC=CC2)N[C@H]2CNC[C@@H]2F)F